C(C)OC(=O)C1CC=2C=NNC2CC1 4,5,6,7-tetrahydro-1H-indazole-5-carboxylic acid ethyl ester